methyltris(3-methyl-3-oxetanylmethoxy)silane C[Si](OCC1(COC1)C)(OCC1(COC1)C)OCC1(COC1)C